BrC1=NC=CC(=C1)C(C(C)(C)C)([2H])[2H] 2-bromo-4-(2,2-dimethylpropyl-1,1-d2)pyridine